C(C)O[Si](CCCSSCCC[Si](OCC)(OCC)OCC)(OCC)OCC bis-(3-triethoxysilyl-propyl)disulphide